CC=1C2=C(SC1)C=CC=C2 3-methylbenzo[B]thiophene